1-(4-(2-amino-pyrimidin-5-yl)phenyl)-3-(2-fluoro-5-methyl-phenyl)urea NC1=NC=C(C=N1)C1=CC=C(C=C1)NC(=O)NC1=C(C=CC(=C1)C)F